ISOPROPENYLPHENOL CC(=C)C1=CC=CC=C1O